3,5-dinitro-1,2-phenylenediamine [N+](=O)([O-])C=1C(=C(C=C(C1)[N+](=O)[O-])N)N